3-chloro-N-(4-(trifluoromethyl)pyridin-2-yl)benzamid ClC=1C=C(C(=O)NC2=NC=CC(=C2)C(F)(F)F)C=CC1